COC1=CC=C2C=3C=CC(=CC3NC2=C1)CC(=O)NCC1=CC(=CC=C1)OC(F)(F)F 2-(7-methoxy-9H-carbazol-2-yl)-N-(3-(trifluoromethoxy)benzyl)acetamide